[Al].C1(O)=CC=C(O)C=C1.C1(O)=CC=C(O)C=C1.C1(O)=CC=C(O)C=C1 (trisquinol) aluminum